3-[(methyl-sulfonimidoyl)amino]cyclohexanecarboxamide CS(=O)(=N)NC1CC(CCC1)C(=O)N